(E)-5-(2-hydroxyethyl)cyclopentane OCCC1CCCC1